C(C)(C)(C)OC(N[C@H]1CNCC1)=O (R)-tert-butylpyrrolidin-3-ylcarbamate